1,2-Di-aminocyclohexan NC1C(CCCC1)N